(8-((4-(methylamino)-3-(trifluoromethyl)-1H-pyrrolo[2,3-b]pyridin-6-yl)amino)-2,3-dihydrobenzo[b][1,4]dioxin-5-yl)(4-morpholinopiperidin-1-yl)methanone CNC1=C2C(=NC(=C1)NC1=CC=C(C3=C1OCCO3)C(=O)N3CCC(CC3)N3CCOCC3)NC=C2C(F)(F)F